CC1CC12CNC(C2)(C(=O)OC[C@@H]2[C@H](C[C@@H](O2)N2C=NC=1C(N)=NC(=NC21)F)O)CCCCl 2-fluoro-2'-deoxyadenosine methyl-6-(3-chloropropyl)-5-azaspiro[2.4]heptane-6-carboxylate